6-(4-amino-4-methylpiperidin-1-yl)-3-(Ra)-(2,3-dichlorophenyl)-2-methylpyrimidin-4(3H)-one TFA salt OC(=O)C(F)(F)F.NC1(CCN(CC1)C1=CC(N(C(=N1)C)C1=C(C(=CC=C1)Cl)Cl)=O)C